Di-methyl succinate C(CCC(=O)OC)(=O)OC